C(C=C)(=O)NC(C(=O)O)(CC)C acrylamido-2-methylbutyric acid